OCC(C)OC1=C2C=NN(CC2=CC=C1)COCC[Si](C)(C)C 5-((1-hydroxy-prop-2-yl)oxy)-2-((2-(trimethylsilyl)ethoxy)methyl)phthalazine